1-tert-butyl 4-ethyl 3-(benzylamino)-5,6-dihydropyridine-1,4(2H)-dicarboxylate C(C1=CC=CC=C1)NC=1CN(CCC1C(=O)OCC)C(=O)OC(C)(C)C